6-bromo-2-(methylsulfonyl)imidazo[1',2':1,6]pyrido[2,3-d]pyrimidine BrC1=CC2=C(N=C(N=C2)S(=O)(=O)C)N2C1=NC=C2